ClP(C1=COC=C1)C1=COC=C1 chlorodi(furan-3-yl)phosphine